N-(5-(3,5-difluorobenzyl)-1H-indazol-3-yl)-4-(4-hydroxypiperidin-1-yl)-2-((tetrahydro-2H-pyran-4-yl)amino)benzamide FC=1C=C(CC=2C=C3C(=NNC3=CC2)NC(C2=C(C=C(C=C2)N2CCC(CC2)O)NC2CCOCC2)=O)C=C(C1)F